(R)-2-(6-(5-(1-(2-azaspiro[3.3]heptan-6-yl)piperidin-4-yl)pyrimidin-2-yl)-5-(hydroxymethyl)-6,7,8,9-tetrahydro-5H-pyrido[3',4':4,5]pyrrolo[2,3-c]pyridazin-3-yl)phenol C1NCC12CC(C2)N2CCC(CC2)C=2C=NC(=NC2)N2[C@H](C1=C(NC=3N=NC(=CC31)C3=C(C=CC=C3)O)CC2)CO